(1s,3r)-3-aminocyclohexane-1-carboxylic acid methyl ester COC(=O)[C@@H]1C[C@@H](CCC1)N